NC=1C=C2C(=CC1C(=O)OC)N(C(C21CN(C(O1)=O)C)=O)C methyl 5-amino-1,3'-dimethyl-2,2'-dioxospiro[indoline-3,5'-oxazolidine]-6-carboxylate